6-(1-methanesulfonylcyclopropyl)-N-{5H,6H,7H,8H-pyrido[3,4-d]pyrimidin-2-yl}pyridin-3-amine CS(=O)(=O)C1(CC1)C1=CC=C(C=N1)NC=1N=CC2=C(N1)CNCC2